8-methoxy-6-methyl-5H-pyrido[3,2-b]indole COC1=CC=2C3=C(NC2C(=C1)C)C=CC=N3